5-fluoro-N4-(2-(isopropylsulfonyl)phenyl)pyrimidine-2,4-diamine FC=1C(=NC(=NC1)N)NC1=C(C=CC=C1)S(=O)(=O)C(C)C